2-ethynyl-α,α,α-trifluorotoluene C(#C)C1=C(C(F)(F)F)C=CC=C1